CN(S(=O)(=O)C1=CC=C(C=C1)S(=O)(=O)NC1=C(C=C(C=C1)C)N1CCC(CC1)C)C N1,N1-dimethyl-N4-(4-methyl-2-(4-methylpiperidin-1-yl)phenyl)benzene-1,4-disulfonamide